C(C)OC=1C(=CC2=CNN=C2C1)C(=O)N 6-ethoxy-2H-indazole-5-carboxamide